C/C=C/1\\[C@@H]2C[C@H]3[C@H]4[C@@]5(C[C@@H](C2[C@H]5OC(=O)C)N3[C@@H]1O)C6=CC=CC=C6N4 The molecule is an indole alkaloid obtained by selective hydrogenation of the 1,2-position of vomilenine. It is an indole alkaloid and a hemiaminal. It derives from a vomilenine.